C(C1=CC=CC=C1)(C1=CC=CC=C1)(C1=CC=CC=C1)C1NCCC=2C3=CC=CC=C3NC12 1-trityl-tetrahydro-β-carboline